trimethylchloromethylammonium chloride cadmium salt [Cd].[Cl-].C[N+](CCl)(C)C